C(C)(=O)N1C=C(C2=CC=C(C=C12)C=1C=NC(=NC1)C)CC(=O)N1[C@@H](C[C@H](C1)F)C(=O)NC=1C(=C(C=CC1)C1=C(C=CC=C1)Cl)F (2S,4R)-1-(2-(1-Acetyl-6-(2-methylpyrimidin-5-yl)-1H-indol-3-yl)acetyl)-N-(2'-chloro-2-fluoro-[1,1'-biphenyl]-3-yl)4-fluoropyrrolidine-2-carboxamide